5-(4-acetylpiperazin-1-yl)-[1,3]thiazolo[5,4-d]pyrimidin C(C)(=O)N1CCN(CC1)C=1N=CC2=C(N1)SC=N2